6-(Pyrazolo[5,1-b]thiazol-7-carbonyl)-N-(5-(trifluoromethyl)pyridin-3-yl)-4,5,6,7-tetrahydrothieno[2,3-c]pyridin-3-carboxamid S1C=2N(C=C1)N=CC2C(=O)N2CC1=C(CC2)C(=CS1)C(=O)NC=1C=NC=C(C1)C(F)(F)F